BrC=1N([C@H]2C[C@H](O)[C@@H](CO)O2)C=2N=C(NC(C2N1)=O)N 8-bromodeoxyguanosine